FC(OC1=CC2=C(N=C(O2)C=2C(=C(C=CC2)C2=C(C(=CC=C2)C=2OC3=C(N2)C=C(C=C3)CN3C(CCC3)(C)C)C)C)C=C1CN1[C@@H](CCC1)C(=O)O)F ((6-(difluoromethoxy)-2-(3'-(5-((2,2-dimethylpyrrolidin-1-yl)methyl)benzo[d]oxazol-2-yl)-2,2'-dimethyl-[1,1'-biphenyl]-3-yl)benzo[d]oxazol-5-yl)methyl)-L-proline